tert-Butyl 4-(4-(chlorocarbonyl)-5-(trifluoromethyl)-1H-pyrazol-1-yl)indoline-1-carboxylate ClC(=O)C=1C=NN(C1C(F)(F)F)C1=C2CCN(C2=CC=C1)C(=O)OC(C)(C)C